(Z)-4,6-dimethoxy-7-(1-methylpiperidin-4-yl)-2-(2,4,5-trimethoxybenzylidene)benzofuran-3(2H)-one COC1=CC(=C(C2=C1C(/C(/O2)=C/C2=C(C=C(C(=C2)OC)OC)OC)=O)C2CCN(CC2)C)OC